1,3,5-tris(4-hydroxy-3,5-di-tert-butylbenzyl)-2,4,6-trimethylbenzene OC1=C(C=C(CC2=C(C(=C(C(=C2C)CC2=CC(=C(C(=C2)C(C)(C)C)O)C(C)(C)C)C)CC2=CC(=C(C(=C2)C(C)(C)C)O)C(C)(C)C)C)C=C1C(C)(C)C)C(C)(C)C